N-(1-(2-Chloro-4-(methylthio)pyrimidin-5-yl)cyclobutyl)-2-methylpropane-2-sulfinamide ClC1=NC=C(C(=N1)SC)C1(CCC1)NS(=O)C(C)(C)C